1-isopropylmenthane-3,9-diol C(C)(C)C1(CC(C(CC1)C(CO)C)O)C